C1=CC=CC2=CC=C3C=CC4=CC=C5C=CC=CC5=C4C3=C12 pentahelicene